O=C1NC(CC1NC1=CC=C(C=C1)C1CCN(CC1)C(=O)OC(C)(C)C)=O tert-butyl 4-(4-((2,5-dioxopyrrolidin-3-yl)amino)phenyl)piperidine-1-carboxylate